1-methyl-5-phenyl-6-((1-(pyridin-2-yl)ethyl)thio)-1H-pyrazolo[3,4-d]pyrimidin-4(5H)-one CN1N=CC2=C1N=C(N(C2=O)C2=CC=CC=C2)SC(C)C2=NC=CC=C2